methyl 1-((3,3-difluoro-1-methylcyclobutyl)methyl)-4-(trifluoromethyl)-3-(1-(trifluoromethyl)cyclopropyl)-1H-pyrazole-5-carboxylate FC1(CC(C1)(C)CN1N=C(C(=C1C(=O)OC)C(F)(F)F)C1(CC1)C(F)(F)F)F